C(CCCCCCCCCCCCCCCCC)C1=C(C(=CC=C1)O)O 3-octadecylbenzene-1,2-diol